2-(2-((3R,4R)-3-amino-4-fluoropiperidin-1-yl)-5,6-difluoro-1H-benzo[d]imidazol-1-yl)-1-(6,7-dihydrothieno[3,2-c]pyridin-5(4H)-yl)ethan-1-one N[C@@H]1CN(CC[C@H]1F)C1=NC2=C(N1CC(=O)N1CC3=C(CC1)SC=C3)C=C(C(=C2)F)F